6-tert-butyl-2,3-dimethyl-anisole C(C)(C)(C)C1=CC=C(C(=C1OC)C)C